[SiH4].[C].[Ce].[Cu].[Fe] iron-copper-cerium carbon silane